N-(3-(2-(Difluoromethyl)-5-fluorophenyl)-5-fluoro-1-oxoisoindolin-4-yl)-3-fluoro-5-(trifluoromethyl)benzamide FC(C1=C(C=C(C=C1)F)C1NC(C2=CC=C(C(=C12)NC(C1=CC(=CC(=C1)C(F)(F)F)F)=O)F)=O)F